C(CCCCCCCCCCCCCCC(C)C)(=O)O.CC(=O)[C@H](O)[C@@H](O)[C@H](O)[C@H](O)CO methylglucose isostearate